O=C1C(=CC2(CCC2)CC1)C#N 7-oxospiro[3.5]non-5-ene-6-carbonitrile